C(=O)O.CC1=NC=C(C=C1)C=O methyl-5-formylpyridine formate